p-Methylthiophenylbenzyl Ether CC1=CC=C(C(C=2SC=CC2)OC(C2=CC=C(C=C2)C)C=2SC=CC2)C=C1